N-(6-((dimethylamino)methyl)-5-(2-(methoxymethyl)(N-morpholinyl))pyridin-2-yl)cyclopropanecarboxamide CN(C)CC1=C(C=CC(=N1)NC(=O)C1CC1)N1CC(OCC1)COC